[Na+].OCCN(CC(=O)[O-])CCO N,N-di(β-hydroxyethyl)glycine, sodium salt